(R)-3-(tert-butyl)-N-(1-(2-chloro-4-(2-(cyclopropanecarboxamido)pyridin-4-yl)-3-fluorophenyl)ethyl)-1,2,4-oxadiazole-5-carboxamide C(C)(C)(C)C1=NOC(=N1)C(=O)N[C@H](C)C1=C(C(=C(C=C1)C1=CC(=NC=C1)NC(=O)C1CC1)F)Cl